C(C(C)(C)C)NC1(CCCCC1)C#N 1-(neopentylamino)cyclohexane-1-carbonitrile